CN(S(=O)(=O)C(C(F)(F)F)(F)F)C N,N-dimethyl-pentafluoroethanesulfonamide